N-(5-((2-(3-hydroxypyrrolidin-1-yl)ethyl)carbamoyl)-3-methylthiophene-2-yl)-2-(1-methyl-1H-pyrazol-4-yl)pyrazolo[5,1-b]Thiazole-7-carboxamide OC1CN(CC1)CCNC(=O)C1=CC(=C(S1)NC(=O)C=1C=NN2C1SC(=C2)C=2C=NN(C2)C)C